6-bromo-2'-hydroxy-[1,1'-binaphthyl] BrC=1C=C2C=CC=C(C2=CC1)C1=C(C=CC2=CC=CC=C12)O